(1S,3S)-3-((2-cyclopropyl-6-(5-((((2,2-difluoropropyl)(methyl)carbamoyl)oxy)methyl)-1-methyl-1H-1,2,3-triazol-4-yl)pyridin-3-yl)oxy)cyclohexane-1-carboxylate C1(CC1)C1=NC(=CC=C1O[C@@H]1C[C@H](CCC1)C(=O)[O-])C=1N=NN(C1COC(N(C)CC(C)(F)F)=O)C